(1R,3R)-1-(4-bromo-2,6-difluorophenyl)-2-(2-fluoro-2-methylpropyl)-3-methyl-1,2,3,4-tetrahydropyrazino[1,2-a]indole BrC1=CC(=C(C(=C1)F)[C@H]1N([C@@H](CN2C1=CC=1C=CC=CC21)C)CC(C)(C)F)F